OC1(C=O)CC=C(C=C1)O para-dihydroxybenzaldehyde